(Sa)-6-(1-((6-Cyanonaphthalin-2-yl)methyl)-4-fluoro-1H-indol-7-carboxamido)spiro[3.3]-heptan C(#N)C=1C=C2C=CC(=CC2=CC1)CN1C=CC2=C(C=CC(=C12)C(=O)NC1CC2(CCC2)C1)F